N-(2-(4-ethylpiperazine-1-yl)-5-((6-((R)-3-(2-fluoro-3-methylphenyl)isoxazolidine-2-yl)pyrimidine-4-yl)amino)-4-methoxyphenyl)acrylamide C(C)N1CCN(CC1)C1=C(C=C(C(=C1)OC)NC1=NC=NC(=C1)N1OCC[C@@H]1C1=C(C(=CC=C1)C)F)NC(C=C)=O